ONC(=O)C1=NC=CC2=C1CN(C2(C)C)C2=NC=C(C=C2)C(F)(F)F N-hydroxy-1,1-dimethyl-2-(5-(trifluoromethyl)pyridin-2-yl)-2,3-dihydro-1H-pyrrolo[3,4-c]pyridine-4-carboxamide